2-(4-((tert-butyldiphenylsilyl)oxy)butoxy)ethan-1-ol [Si](C1=CC=CC=C1)(C1=CC=CC=C1)(C(C)(C)C)OCCCCOCCO